tert-butyl (S)-2-(6-(2,3-dimethyl-1H-pyrrolo[2,3-b]pyridin-5-yl)-2-((S)-3,3,3-trifluoro-2-hydroxy-2-methylpropionyl)-1,2,3,4-tetrahydroisoquinolin-8-yl)pyrrolidine-1-carboxylate CC1=C(C=2C(=NC=C(C2)C=2C=C3CCN(CC3=C(C2)[C@H]2N(CCC2)C(=O)OC(C)(C)C)C([C@](C(F)(F)F)(C)O)=O)N1)C